nonanelactam C1(CCCCCCCCN1)=O